C1(=CC=CC=C1)SSC phenylmethyldisulphide